FC=1C=CC=C2C=C(C(NC12)=O)NC1=NC(=NC=C1)NC=1C=NC(=C(C1)OC)OC1CC(C1)N(C)C 8-fluoro-3-(2-{5-methoxy-6-[(1s,3s)-3-(dimethylamino)cyclobutoxy]-3-pyridylamino}-4-pyrimidinylamino)-1,2-dihydro-2-quinolinone